BrC=1C(=C(C(=CC1)C)NC(CC(C)(C)C)=O)C N-(3-bromo-2,6-dimethyl-phenyl)-3,3-dimethyl-butanamide